C(#N)C1=CC(=C(C=C1)NS(=O)(=O)C1=CNC=C1CC=1SC=CC1)F N-(4-cyano-2-fluoro-phenyl)-4-(2-thienylmethyl)-1H-pyrrole-3-sulfonamide